methyl 2,6-dihydroxy-5-iodopyrimidine-4-carboxylate OC1=NC(=C(C(=N1)C(=O)OC)I)O